Cl.FC1(C(CNCC1)C=1C=NN(C1)C)F 4,4-difluoro-3-(1-methyl-1H-pyrazol-4-yl)piperidine hydrochloride